5,6-difluoronaphthalen-2-yl dimethylcarbamate CN(C(OC1=CC2=CC=C(C(=C2C=C1)F)F)=O)C